Cl.O=C1CC2(CCNCC2)CC(C1C1=C(C=C(C=C1C)C1=CC=C(C=N1)C#N)CC)=O 6-[4-(8,10-dioxo-3-azaspiro[5.5]undec-9-yl)-3-ethyl-5-methyl-phenyl]pyridine-3-carbonitrile hydrochloride